CN1N=C(N=C1)CN1C(N(C=NC1=O)CC1=C(C=C(C(=C1)F)F)F)=O 3-[(1-methyl-1H-1,2,4-triazol-3-yl)methyl]-1-(2,4,5-trifluorobenzyl)-1,3,5-triazine-2,4-dione